C(C(C)C)(=O)NC=1SC(=C(N1)C)C(=O)NC[C@@H](C(F)(F)F)C(N[C@H]1C2=C(CN3N(C1=O)CCC3)C=CC=C2)=O 2-Isobutyramido-4-methyl-N-((R)-3,3,3-trifluoro-2-(((S)-11-oxo-2,3,10,11-tetrahydro-1H,5H-benzo[d]pyrazolo[1,2-a][1,2]diazepin-10-yl)carbamoyl)propyl)thiazole-5-carboxamide